2-amino-8-methoxy-N-[[2-(2-pyridyl)phenyl]methyl]quinazoline-4-carboxamide NC1=NC2=C(C=CC=C2C(=N1)C(=O)NCC1=C(C=CC=C1)C1=NC=CC=C1)OC